tert-butyl (E)-3-(2-(2-(3-amino-2-((4-((tert-butyldimethylsilyl)oxy)but-2-en-1-yl)amino)-5-carbamoylphenoxy)ethoxy)ethoxy)propanoate NC=1C(=C(OCCOCCOCCC(=O)OC(C)(C)C)C=C(C1)C(N)=O)NC\C=C\CO[Si](C)(C)C(C)(C)C